CN(C1CCN(CC1)C1=CC=C(C=2N=CC=NC12)C(=O)NC=1C=C(C=2N(C1)C=C(N2)C)F)C 8-(4-(dimethylamino)piperidin-1-yl)-N-(8-fluoro-2-methylimidazo[1,2-a]pyridin-6-yl)quinoxaline-5-carboxamide